(3-bromo-2-methoxyphenyl)-2-chloro-6-methylpyridine BrC=1C(=C(C=CC1)C=1C(=NC(=CC1)C)Cl)OC